4-((3-amino-5-((3S,4S)-4-amino-3-methyl-2-oxa-8-azaspiro[4.5]decan-8-yl)pyrazin-2-yl)thio)-6,6a,7,8-tetrahydro-9H-imidazo[1,5-d]pyrido[3,2-b][1,4]oxazin-9-one NC=1C(=NC=C(N1)N1CCC2([C@@H]([C@@H](OC2)C)N)CC1)SC1=CC=NC2=C1OCC1N2C(NC1)=O